CC1N=C(OC1)C1=NC2=CC=C(C=C2C(=N1)N)N (4-methyl-4,5-dihydrooxazol-2-yl)quinazoline-4,6-diamine